8-((2S,5R)-4-((4-fluorophenyl)(pyrimidin-5-yl)methyl)-2,5-dimethylpiperazin-1-yl)-5-methyl-6-oxo-5,6-dihydro-1,5-naphthyridine-2-carbonitrile FC1=CC=C(C=C1)C(N1C[C@@H](N(C[C@H]1C)C1=CC(N(C=2C=CC(=NC12)C#N)C)=O)C)C=1C=NC=NC1